3-chloro-α,α-dimethylbenzyl alcohol ClC=1C=C(C(C)(C)O)C=CC1